O1[C@@H](CC2=C1C=CC=C2)C=2OC1=C(N2)C=C(C=C1)OCC1=NC=C(C=C1)OC 2-[(2S)-2,3-Dihydro-1-benzofuran-2-yl]-5-[(5-methoxypyridin-2-yl)methoxy]-1,3-benzoxazole